(S)-3-Benzyl-1-(methylsulfonyl)piperazine HCl salt Cl.C(C1=CC=CC=C1)[C@H]1CN(CCN1)S(=O)(=O)C